N-(3-Chloro-5-(4-(trifluoromethyl)phenoxy)phenyl)-5-(2-(methylsulfonyl)propan-2-yl)benzo[b]thiophen-2-carboxamid ClC=1C=C(C=C(C1)OC1=CC=C(C=C1)C(F)(F)F)NC(=O)C1=CC2=C(S1)C=CC(=C2)C(C)(C)S(=O)(=O)C